F[B-](F)(F)F.[Rh+].C12CCC(CC1)C2.C21CCC(CC2)C1 bis(norbornane) rhodium (I) tetrafluoroborate